2-amino-N-((S)-1-(((2-amino-1H-benzo[d]imidazol-6-yl)methyl)amino)-1-oxopropan-2-yl)-4-phenylbutanamide dihydrochloride Cl.Cl.NC(C(=O)N[C@H](C(=O)NCC=1C=CC2=C(NC(=N2)N)C1)C)CCC1=CC=CC=C1